2-chloro-N,N-dimethyl-4-(2-oxo-1-(piperidin-4-yl)-1,2-dihydropyridin-4-yl)benzamide ClC1=C(C(=O)N(C)C)C=CC(=C1)C1=CC(N(C=C1)C1CCNCC1)=O